(1-methylimidazol-4-yl)boronic acid CN1C=NC(=C1)B(O)O